FC1=C(C#N)C=CC(=C1)C1=C(C=CC=2N1N=CN2)F 2-fluoro-4-{6-fluoro-[1,2,4]triazolo[1,5-a]pyridin-5-yl}benzonitrile